(R,R,R)-gamma-tocopherol CC1C(O)=CC2=C(C=1C)O[C@](C)(CCC[C@H](C)CCC[C@H](C)CCCC(C)C)CC2